diethylsilyl-bis(dimethylcyclopentadienyl)zirconium difluoride [F-].[F-].C(C)[SiH](CC)[Zr+2](C1(C(=CC=C1)C)C)C1(C(=CC=C1)C)C